C(CCCCC)[P+](CC)(CCCCCC)CCCCCC trihexyl(ethyl)phosphonium